CC1=CC=C(C=C1)S(=O)(=O)OC[C@@H](CC)C (2R)-2-methylbutyl 4-methylbenzene-1-sulfonate